C(C1=CC=CC=C1)NC1=CC(=C2CN(C(C2=C1)=O)C1C(NC(CC1)=O)=O)OCC(=O)OC(C)(C)C tert-butyl 2-((6-(benzylamino)-2-(2,6-dioxopiperidin-3-yl)-1-oxoisoindolin-4-yl)oxy)acetate